8-(4-(4-((5-(2,4-dioxotetrahydropyrimidin-1(2H)-yl)pyrazin-2-yl)methyl)piperazin-1-yl)piperidin-1-yl)-9-ethyl-6,6-dimethyl-11-oxo-6,11-dihydro-5H-benzo[b]carbazole-3-carbonitrile O=C1N(CCC(N1)=O)C=1N=CC(=NC1)CN1CCN(CC1)C1CCN(CC1)C=1C(=CC2=C(C(C=3NC4=CC(=CC=C4C3C2=O)C#N)(C)C)C1)CC